N-(2-(3,3-dimethyl-2-phenylcyclobut-1-enyl)-4-bromophenyl)acetamide CC1(C(=C(C1)C1=C(C=CC(=C1)Br)NC(C)=O)C1=CC=CC=C1)C